CNC1=C(C(=CC=C1)NC)N1C=CC=C1 1-(2,6-dimethylaminophenyl)-pyrrole